3-hydroxy-8-azabicyclo[3.2.1]octane-8-carboxylic acid tert-butyl ester C(C)(C)(C)OC(=O)N1C2CC(CC1CC2)O